O=C1N(C(C=C(N1)C(C(F)(F)F)(F)F)=O)C1=CC(=C(C#N)C=C1F)OC1=C(C=CC=C1)C 4-[2,6-dioxo-4-(pentafluoroethyl)-3,6-dihydropyrimidin-1(2H)-yl]-5-fluoro-2-(2-methylphenoxy)benzonitrile